2-(2-(ethylsulfonyl)-5,7-dimethylpyrazolo[1,5-a]pyrimidin-3-yl)-3-methyl-6-(trifluoromethyl)-3H-imidazo[4,5-b]pyridine C(C)S(=O)(=O)C1=NN2C(N=C(C=C2C)C)=C1C1=NC=2C(=NC=C(C2)C(F)(F)F)N1C